C(C)OC(C(C(F)(F)F)(C(F)(F)F)F)(C(C(C(F)(F)F)(F)F)(F)F)F 3-ethoxy-1,1,1,2,3,4,4,5,5,6,6,6-dodecafluoro-2-trifluoromethylhexane